CC(CCC=CC1=CC=CC=C1)CC 3,4-dimethylbutylstyrene